cyclobutyl 2-((5-(trifluoromethyl)pyridin-2-yl)methyl)hydrazine-1-carboxylate FC(C=1C=CC(=NC1)CNNC(=O)OC1CCC1)(F)F